(R)-3-(benzyl(methyl)amino)-2-((tert-butoxycarbonyl)amino)propanoic acid C(C1=CC=CC=C1)N(C[C@H](C(=O)O)NC(=O)OC(C)(C)C)C